2,5-Di-t-butyl-p-benzoquinone C(C)(C)(C)C=1C(C=C(C(C1)=O)C(C)(C)C)=O